ClC1=C(C=CC=C1Cl)SC1=CNC2=C1C=1N(C(=N2)N2CCC3([C@@H]([C@@H](OC3)C)N)CC2)C=CN1 (3s,4s)-8-(9-((2,3-dichlorophenyl)mercapto)-7H-imidazo[1,2-c]pyrrolo[3,2-e]pyrimidin-5-yl)-3-methyl-2-oxa-8-azaspiro[4.5]decan-4-amine